C(C)(C)C=1C(=NNC1C=1C=C(C=2N(C1)N=CN2)C)C=2C=C1CCC(CC1=CC2)N(CC2(COC2)C)C 6-(4-isopropyl-5-(8-methyl-[1,2,4]triazolo[1,5-a]pyridin-6-yl)-1H-pyrazol-3-yl)-N-methyl-N-((3-methyloxetan-3-yl)methyl)-1,2,3,4-tetrahydronaphthalen-2-amine